(1S,2S,4R,5R,6R,7S)-N-[3-fluoro-4-(trifluoromethoxy)phenyl]-7-(2-methylpyridin-4-yl)-8-oxatricyclo[3.2.1.02,4]octane-6-carboxamide FC=1C=C(C=CC1OC(F)(F)F)NC(=O)[C@H]1[C@H]2[C@@H]3C[C@@H]3[C@@H]([C@@H]1C1=CC(=NC=C1)C)O2